NC1=NC=2C=CC(=CC2C2=C1C=NN2C)C(=O)N(N(C)C(=O)C21CC(C2)C1)CC1=NC=C(C=C1)Cl 4-amino-N'-(bicyclo[1.1.1]pentane-1-carbonyl)-N-((5-chloropyridin-2-yl)methyl)-N',1-dimethyl-1H-pyrazolo[4,3-c]quinoline-8-carbohydrazide